4-chloro-9H-pyrimido[4,5-b]indole ClC1=NC=NC=2NC3=CC=CC=C3C21